(S)-6-(2-benzylpyrrolidin-1-yl)-4-morpholinopyridin-2(1H)-one C(C1=CC=CC=C1)[C@H]1N(CCC1)C1=CC(=CC(N1)=O)N1CCOCC1